FC(C(=O)O)(F)F.ClC=1C(=C(C=CC1)C1=C(NC=2C1=NC=CC2)C2=C(C=NC=C2)OCCNC)OC 2-({4-[3-(3-chloro-2-methoxyphenyl)-1H-pyrrolo[3,2-b]pyridin-2-yl]pyridin-3-yl}oxy)-N-methylethanamine trifluoroacetate